NC1=C(C(=NC(=C1)N1N=C(C=C1C)C)C1=NC(=CC=C1)N1C[C@@H](CC1)OC)C#N (R)-4-amino-6-(3,5-dimethyl-1H-pyrazol-1-yl)-6'-(3-methoxypyrrolidin-1-yl)-[2,2'-bipyridine]-3-carbonitrile